5-ethynyldeoxyuridine C(#C)C=1C(NC(N([C@H]2C[C@H](O)[C@@H](CO)O2)C1)=O)=O